ClC=1C=CC=2C(=C3N(C2C1C=1C(=NN(C1C)C)C)CCCN(C3=O)C=3C=C(C=1C=NNC1C3)C(=O)O)CCCOC3=CC(=C(C(=C3)C)Cl)C 6-[8-chloro-11-[3-(4-chloro-3,5-dimethyl-phenoxy)propyl]-1-oxo-7-(1,3,5-trimethylpyrazol-4-yl)-4,5-dihydro-3H-[1,4]diazepino[1,2-a]indol-2-yl]-1H-indazole-4-carboxylic Acid